ClC1=CC=C(C=C1)N1C(C(C[C@@H]1C)=C)=O (5S)-1-(4-chlorophenyl)-5-methyl-3-methylenepyrrolidin-2-one